F\C(\C(=O)OCC)=C/C=1N(C=CN1)C ethyl (Z)-2-fluoro-3-(1-methyl-1H-imidazol-2-yl)acrylate